thionitrite N(=S)[O-]